8-[(5R)-5-[(2-methoxyethyl)amino]-3,3-dimethylpiperidin-1-yl]Quinoxaline-5-carbonitrile COCCN[C@@H]1CC(CN(C1)C1=CC=C(C=2N=CC=NC12)C#N)(C)C